CC=1C=C(C=CC1)C=1N=CNN1 5-(3-methylphenyl)-2H-1,2,4-triazole